N,N-Dimethyl-N-Dodecylammonium Bromid [Br-].C[NH+](CCCCCCCCCCCC)C